1-[[6-(trifluoromethyl)-3-pyridinyl]methylamino]-5,7-dihydropteridin-6-one FC(C1=CC=C(C=N1)CNN1C=NC=C2NC(CN=C12)=O)(F)F